9-chloro-11-oxo-2,3,6,7-tetrahydro-1H,5H,11H-pyrano[2,3-f]pyrido[3,2,1-ij]quinoline-10-carbaldehyde ClC1=C(C(OC2=C3CCCN4C3=C(C=C21)CCC4)=O)C=O